C(C)(C)(C)OC(=O)N1CCCCCC1 azepan-1-carboxylic acid tert-butyl ester